(S)-2-((8-(Heptadecan-9-yloxy)-8-oxooctanoyl)oxy)-3-((9-(heptadecan-9-yloxy)-9-oxononanoyl)oxy)propyl (2-(trimethylammonio)ethyl) phosphate P(=O)(OC[C@H](COC(CCCCCCCC(=O)OC(CCCCCCCC)CCCCCCCC)=O)OC(CCCCCCC(=O)OC(CCCCCCCC)CCCCCCCC)=O)(OCC[N+](C)(C)C)[O-]